CC1=NC2=CC(=CC(=C2N=C1SC)[C@@H](C)N)C (R)-1-(2,7-dimethyl-3-(methylthio)quinoxalin-5-yl)ethan-1-amine